COC(=O)C=1NC(N(C1)C1=NC=C(C(=C1)C)C#N)=O 1-(5-cyano-4-methylpyridin-2-yl)-2-oxo-2,3-dihydro-1H-imidazole-4-carboxylic acid methyl ester